N-(2-(2,6-dioxopiperidin-3-yl)-4-fluoro-1-oxoisoindolin-5-yl)-2-methylindoline-1-carboxamide O=C1NC(CCC1N1C(C2=CC=C(C(=C2C1)F)NC(=O)N1C(CC2=CC=CC=C12)C)=O)=O